CC(C(CO)O)(CCCC(CCCC(CCCC(C)C)C)C)O 3,7,11,15-tetramethyl-hexadecane-1,2,3-triol